N-(4,4-difluorocyclohexyl)-2-(piperidin-4-yl)benzo[d]thiazole-6-sulfonamide FC1(CCC(CC1)NS(=O)(=O)C1=CC2=C(N=C(S2)C2CCNCC2)C=C1)F